BrC=1C=NC(=NC1)Cl 5-bromo-2-chloro-pyrimidine